ethyl [3-(1,3-dioxo-1,3-dihydroisoindol-2-yl)-1,1-dimethylpropyl]carbamate O=C1N(C(C2=CC=CC=C12)=O)CCC(C)(C)NC(OCC)=O